OC1=CC=C(C=C1)CC(C(=O)O)=O C4-hydroxyphenylpyruvic acid